ClC=1C(=CC2=C(C=3N([C@@H](CO2)C(C)C)C=C(C(C3)=O)I)C1)OCCCOC (R)-2-Chloro-10-iodo-7-isopropyl-3-(3-methoxypropoxy)-6,7-dihydro-11H-benzo[f]pyrido[1,2-d][1,4]oxazepin-11-one